N1(N=NC=C1)C[C@H]1N(C[C@@H](C1)NC(=O)C=1OC(=CN1)C1=C(C=CC=C1)C1CC1)C(=O)OC(C)(C)C tert-Butyl (2S,4R)-2-((1H-1,2,3-triazol-1-yl)methyl)-4-(5-(2-cyclopropylphenyl)oxazole-2-carboxamido)pyrrolidine-1-carboxylate